7-{7-[(3S,4S)-3-fluoro-2,2,6,6-tetramethylpiperidin-4-yl]-7H-pyrrolo[2,3-c]pyridazin-3-yl}quinolin-6-ol tert-butyl-3-bromo-6-((2-fluoroethoxy)methyl)-2-(methoxymethoxy)benzoate C(C)(C)(C)C1=C(C(=C(C(=O)OC=2C=C3C=CC=NC3=CC2C2=CC3=C(N=N2)N(C=C3)[C@@H]3[C@@H](C(NC(C3)(C)C)(C)C)F)C(=C1)COCCF)OCOC)Br